O1CC(C1)N1CCN(CC1)C(=O)C1=CC=C(C2=C1OCCO2)NC=2N=C(C1=C(N2)NC=C1C#N)NCCC 2-((8-(4-(oxetan-3-yl)piperazine-1-carbonyl)-2,3-dihydrobenzo[b][1,4]dioxin-5-yl)amino)-4-(propylamino)-7H-pyrrolo[2,3-d]pyrimidine-5-carbonitrile